2-(2-{[2-(1H-1,3-benzodiazol-2-yl)ethyl]amino}ethyl)-N-[(pyridin-2-yl)methyl]-[1,3]thiazolo[5,4-d]pyrimidin-7-amine N1C(=NC2=C1C=CC=C2)CCNCCC=2SC=1N=CN=C(C1N2)NCC2=NC=CC=C2